C(C)(=O)O[C@@H]1CC2=CC[C@H]3[C@@H]4CC=C([C@@]4(C)CC[C@@H]3[C@]2(CC1)C)N1C2=NC=NC(=C2N=C1)Cl 3β-Acetoxy-17-(6-Chloro-9H-purin-9-yl)-androsta-5,16-diene